ruthenium platinum chloride [Pt](Cl)Cl.[Ru]